6,7-dihydroPyrazolo[1,5-a]Pyrazine-5(4H)-carboxylic acid benzyl ester C(C1=CC=CC=C1)OC(=O)N1CC=2N(CC1)N=CC2